((2R,3R,4R,5R)-4-Acetyloxy-5-(4,6-dichloro-1H-pyrazolo[3,4-d]pyrimidin-1-yl)-3-hydroxy-3-(trifluoromethyl)tetrahydrofuran-2-yl)benzoic acid methyl ester COC(C1=C(C=CC=C1)[C@H]1O[C@H]([C@@H]([C@]1(C(F)(F)F)O)OC(C)=O)N1N=CC=2C1=NC(=NC2Cl)Cl)=O